tert-Butyl N-[(1R)-3-[methoxy(methyl)amino]-1-methyl-3-oxo-propyl]carbamate CON(C(C[C@@H](C)NC(OC(C)(C)C)=O)=O)C